ClC1=CC(=C(CC2=CC3=C(NC2=O)C(CN3C(CN3[C@H](CN[C@@H](C3)C)CN3CC(OCC3)C(=O)N)=O)(C)C)C=C1)O 4-(((2R,5R)-1-(2-(6-(4-chloro-2-hydroxybenzyl)-3,3-dimethyl-5-oxo-2,3,4,5-tetrahydro-1H-pyrrolo[3,2-b]pyridin-1-yl)-2-oxoethyl)-5-methylpiperazin-2-yl)methyl)morpholine-2-carboxamide